CN(/C=C/C(=O)C=1N=NC=CC1C(=O)OCC)C ethyl (E)-3-(3-(dimethylamino)acryloyl)pyridazine-4-carboxylate